Cl.C(C1=CC=CC=C1)N(CCCC(=O)O)CCCCCCCCCCCCC 4-[benzyl-(tridecyl)amino]butyric acid hydrochloride